4-(4-(methoxymethoxy)phenyl)-1-methyl-1H-1,2,3-triazole-5-carboxylic acid COCOC1=CC=C(C=C1)C=1N=NN(C1C(=O)O)C